ClC1=C(C=C(C=C1)C#N)NS(=O)(=O)C1=CC(=CC=C1)[N+](=O)[O-] N-(2-chloro-5-cyanophenyl)-3-nitrobenzenesulfonamide